phenyl(5-phenyl-1-(pyridin-3-yl)-1H-imidazol-2-yl)methanone C1(=CC=CC=C1)C(=O)C=1N(C(=CN1)C1=CC=CC=C1)C=1C=NC=CC1